NC1=C2C(=C(C=3C(N(C(C13)=N)CCCOC)=O)N)C(C1=CC=CC=C1C2=O)=O 4,11-diamino-2,3-dihydro-3-imino-2-(3-methoxypropyl)-1H-naphth(2,3-f)isoindole-1,5,10-trione